methyl 5-((2-((S)-2-((S)-2-((S)-2-amino-3-methylbutanamido)-3-methylbutanamido)-3-methylbutanamido)ethyl)carbamoyl)-2-(2-(4-cyanophenyl)butanamido)-4-methylthiophene-3-carboxylate N[C@H](C(=O)N[C@H](C(=O)N[C@H](C(=O)NCCNC(=O)C1=C(C(=C(S1)NC(C(CC)C1=CC=C(C=C1)C#N)=O)C(=O)OC)C)C(C)C)C(C)C)C(C)C